7-ethyl-3,3-dimethoxy-5-methyl-8-oxo-2-oxa-7,9-diaza-3-silaundec-11-yl methacrylate C(C(=C)C)(=O)OCCNC(N(CC(C[Si](OC)(OC)OC)C)CC)=O